FC(N1N=CC2=CC(=CC=C12)S(=O)(=O)N1N=C2C(=C1)CN(C2)C([C@H](CO)C2=CC=CC=C2)=O)F (2S)-1-(2-{[1-(difluoromethyl)-1H-indazol-5-yl]sulfonyl}-2H,4H,5H,6H-pyrrolo[3,4-c]pyrazol-5-yl)-3-hydroxy-2-phenylpropan-1-one